1-methyl-pyrrole-2-carbaldehyde CN1C(=CC=C1)C=O